(2-chloro-5-fluoropyrimidin-4-yl)-7'-fluoro-2'-methylspiro[cyclopentane-1,3'-indole] ClC1=NC=C(C(=N1)C1=C2C3(C(=NC2=C(C=C1)F)C)CCCC3)F